2-Methyl-3-{2-[(1s,4s)-4-{[rel-(1R,5S)-7-oxo-9-oxa-2,6-diazaspiro[4.5]dec-1-yl]methoxy}cyclohexyl]phenoxy}propanoic acid CC(C(=O)O)COC1=C(C=CC=C1)C1CCC(CC1)OC[C@@H]1NCC[C@]12NC(COC2)=O |o1:21,25|